C1(=CC=CC=C1)SN1C=NC=C1C(=O)Cl (R)-1-(1-phenylsulfanyl)-1H-imidazole-5-carbonyl chloride